C1(=CC=CC=C1)C1=NC(=CC(=N1)C=1C=C(C=C(C1)N1C2=CC=CC=C2C=2C=C(C=CC12)C1=CC(=CC(=C1)C)C)N1C2=CC=CC=C2C=2C=C(C=CC12)C1=CC(=CC(=C1)C)C)C1=CC=CC=C1 9,9'-(5-(2,6-diphenylpyrimidin-4-yl)-1,3-phenylene)bis(3-(3,5-dimethylphenyl)-9H-carbazole)